CN1N=C(C(=C1OC1=CSC(=C1)C(F)(F)F)C(=O)N[C@@H](C)C1=CC=C(C(=O)OC)C=C1)C(F)(F)F methyl (S)-4-(1-(1-methyl-3-(trifluoromethyl)-5-((5-(trifluoromethyl)thiophen-3-yl)oxy)-1H-pyrazole-4-carboxamido)ethyl)benzoate